2-[1-(3-methoxyphenyl)-1H-pyrazol-3-yl]-N-[5-(trifluoromethyl)-1,3-thiazol-2-yl]acetamide COC=1C=C(C=CC1)N1N=C(C=C1)CC(=O)NC=1SC(=CN1)C(F)(F)F